4-cyanopimelic acid C(#N)C(CCC(=O)O)CCC(=O)O